ICCCCCOC=1C(=CC2=C(N=C[C@H]3N(CC4=CC=CC=C4C3)C2=O)C1)OC (S)-3-((5-iodopentyl)oxy)-2-methoxy-7,12-dihydrobenzo[5,6][1,4]diazepino[1,2-b]isoquinolin-14(6aH)-one